C(C1=CC=CC=C1)OC1=NC(=CC=C1NC1=C(C(=CC=C1)[N+](=O)[O-])F)OCC1=CC=CC=C1 2,6-dibenzyloxy-N-(2-fluoro-3-nitro-phenyl)pyridin-3-amine